4-(8-cyano-2,3-dihydrobenzo[b][1,4]dioxin-5-yl)-5-ethoxy-2,8-dimethyl-1,4-dihydro-1,6-naphthyridine-3-formamide C(#N)C1=CC=C(C2=C1OCCO2)C2C(=C(NC1=C(C=NC(=C21)OCC)C)C)C(=O)N